ClC1=CC=C(C=C1)C=1C=C(C(N(N1)C=1C=NN(C1)C)=O)C(=O)NC1=NNC2=CC=CC=C12 6-(4-chlorophenyl)-N-(1H-indazol-3-yl)-2-(1-methyl-1H-pyrazol-4-yl)-3-oxo-2,3-dihydropyridazine-4-carboxamide